C(C)(C)(C)OC(=O)N[C@@H](C(=O)O)CCC(=O)OC (R)-2-((tert-butoxycarbonyl)amino)-5-methoxy-5-oxopentanoic acid